1-(1-isocyanato-1-methylethyl)-3-(1-methylethenyl)-benzene N(=C=O)C(C)(C)C1=CC(=CC=C1)C(=C)C